isopentenyl-lithium pyrophosphate salt OP(O)(=O)OP(=O)(O)O.C(CC(=C)C)[Li]